6-(2-Acetyl-2H-indazol-5-yl)-8-(4-(difluoromethoxy)phenyl)-2-ethoxypteridine C(C)(=O)N1N=C2C=CC(=CC2=C1)C1=NC=2C=NC(=NC2N(C1)C1=CC=C(C=C1)OC(F)F)OCC